N1=CN=CC(=C1)NC(=O)[C@H]1CC12CCN(CC2)C(=O)[O-] (S)-1-(pyrimidin-5-ylcarbamoyl)-6-azaspiro[2.5]octane-6-carboxylate